3,5-difluoro-4-{[3-(2-fluorophenyl)-1-{[2-(trimethylsilyl)ethoxy]methyl}-1H-pyrrolo[2,3-b]pyridin-4-yl]oxy}aniline FC=1C=C(N)C=C(C1OC1=C2C(=NC=C1)N(C=C2C2=C(C=CC=C2)F)COCC[Si](C)(C)C)F